tert-butyl (2R,5S)-2-formyl-5-(((1r,4S)-4-methoxy-cyclohexyl)methyl)pyrrolidine-1-carboxylate C(=O)[C@@H]1N([C@@H](CC1)CC1CCC(CC1)OC)C(=O)OC(C)(C)C